2-oxo-1,2-dihydropyridine-3,5-dicarboxamide O=C1NC=C(C=C1C(=O)N)C(=O)N